8-(benzo[d]thiazol-2-yl)-1,3,8-triazaspiro[4.5]decane-2,4-dione S1C(=NC2=C1C=CC=C2)N2CCC1(C(NC(N1)=O)=O)CC2